BrC=1C=C(C(=O)OC)C=C(C1)SC1=CC(=CC(=C1)S(F)(F)(F)(F)F)Br methyl 3-bromo-5-((3-bromo-5-(pentafluoro-λ6-sulfanyl)phenyl)thio)benzoate